NC=1C2=C(N=CN1)N(C=C2N2N=CC=C2)[C@H]2C[C@@H]([C@H](O2)C(=O)NC2=NC=CC(=C2)NC2CCC2)O[Si](C)(C)C(C)(C)C (2S,3S,5R)-5-[4-amino-5-(1H-pyrazol-1-yl)-7H-pyrrolo[2,3-d]pyrimidin-7-yl]-3-[(tert-butyldimethylsilyl)oxy]-N-[4-(cyclobutylamino)pyridin-2-yl]oxolane-2-carboxamide